N-(2-fluoro-2-methylpropyl)-5-(2-methylimidazo[1,2-b]pyridazin-6-yl)-7H-pyrrolo[2,3-d]pyrimidin-2-amine FC(CNC=1N=CC2=C(N1)NC=C2C=2C=CC=1N(N2)C=C(N1)C)(C)C